(3'r)-5',5'-difluoro-2-methyl-6-oxo[1,3'-bipiperidine]-1'-carboxylic acid 5-chloropyridin-2-yl ester ClC=1C=CC(=NC1)OC(=O)N1C[C@@H](CC(C1)(F)F)N1C(CCCC1=O)C